6-{7-Fluoroimidazo[1,2-a]pyridin-3-yl}-N-{[4-(2-methyl-1,3-oxazol-4-yl)phenyl]methyl}pyrimidin-4-amine FC1=CC=2N(C=C1)C(=CN2)C2=CC(=NC=N2)NCC2=CC=C(C=C2)C=2N=C(OC2)C